(5-cyclopropyl-6-(methoxymethyl)-1-(tetrahydro-2H-pyran-2-yl)-1H-indazol-4-yl)boronic acid C1(CC1)C=1C(=C2C=NN(C2=CC1COC)C1OCCCC1)B(O)O